3-bromo-4-fluoro-5-[1-(2-trimethylsilyl-ethoxymethyl)pyrazol-4-yl]thiophene-2-carboxylic acid methyl ester COC(=O)C=1SC(=C(C1Br)F)C=1C=NN(C1)COCC[Si](C)(C)C